C(C)(C)(C)N1CC=C(C=C1)NC(NC1=CNC2=CC=CC=C12)=O N-tert.-Butyl-4-(1H-indol-3-ylcarbamoylamino)pyridin